5-amino-3,3-dimethylbenzo[c][1,2]oxaborol-1(3H)-ol NC1=CC2=C(B(OC2(C)C)O)C=C1